F[C@H]1[C@@]2(CC[C@](C[C@H]1OC1=CC=C(N=N1)C1=C(C=C(C=C1)N1C=NC=C1)O)(N2C)C)C 2-(6-(((1S,2S,3R,5R)-2-fluoro-1,5,8-trimethyl-8-azabicyclo[3.2.1]octan-3-yl)oxy)pyridazin-3-yl)-5-(1H-imidazol-1-yl)phenol